(3R)-1-Boc-3-(4-amino-3-iodo-1H-pyrazolo[3,4-d]pyrimidin-1-yl)piperidine potassium [K].C(=O)(OC(C)(C)C)N1C[C@@H](CCC1)N1N=C(C=2C1=NC=NC2N)I